N1CCCCCC1.[Na].[Na] disodium azepane